BrCC(=O)N1CCN(CC1)C1=NC=C(C=N1)C(F)(F)F 2-bromo-1-(4-(5-(trifluoromethyl)pyrimidin-2-yl)piperazin-1-yl)ethan-1-one